(1r,3r)-3-((benzyloxy)methyl)cyclobutan-1-amine C(C1=CC=CC=C1)OCC1CC(C1)N